C(C)(=O)NC1=CC=C(C=N1)C=1C(=CC(=C(C1)NC(=O)C1=CNC(C=C1C(F)(F)F)=O)N1C[C@H](N(CC1)C)C)F N-[5-(6-acetamidopyridin-3-yl)-4-fluoro-2-[(3R)-3,4-dimethylpiperazin-1-yl]phenyl]-6-oxo-4-(trifluoromethyl)-1H-pyridine-3-carboxamide